FC=1C=C2C(=NC(=NC2=C(C1)F)OC[C@]12CCCN2C[C@@H](C1)F)N1C[C@@](CCC1)(O)C (R)-1-(6,8-difluoro-2-(((2R,7aS)-2-fluorotetrahydro-1H-pyrrolizin-7a(5H)-yl)methoxy)quinazolin-4-yl)-3-methylpiperidin-3-ol